C(C)(C)(C)C1=CC(=NO1)NC(=O)NC1=CC=C(C=C1)N1C=NC2=C1C=CC(=C2)OCCN2CCN(CC2)C=2C=C1C(N(C(C1=CC2)=O)C2C(NC(CC2)=O)=O)=O 1-(5-(tert-butyl)isoxazol-3-yl)-3-(4-(5-(2-(4-(2-(2,6-dioxopiperidin-3-yl)-1,3-dioxoisoindol-5-yl)piperazin-1-yl)ethoxy)-1H-Benzo[d]imidazol-1-yl)phenyl)urea